N'-salicyloylhydrazine C(C=1C(O)=CC=CC1)(=O)NN